2-Amino-4-(3-((R)-3-(dimethylamino)pyrrolidin-1-yl)-5-fluoro-7,9-dihydrofuro[3,4-f]quinazolin-6-yl)-7-fluorothieno[3,2-c]pyridine-3-carbonitrile NC1=C(C=2C(=NC=C(C2S1)F)C=1C2=C(C=3C=NC(=NC3C1F)N1C[C@@H](CC1)N(C)C)COC2)C#N